CN(C/C=C/C(=O)NC1=C(C=C(C(=C1)NC1=NC=CC(=N1)C1=CC=C2N1C=CN=C2C)OC)N(C)CCN(C)C)C (E)-4-(dimethylamino)-N-(2-((2-(dimethylamino)ethyl)(methyl)amino)-4-methoxy-5-((4-(1-methylpyrrolo[1,2-a]pyrazin-6-yl)pyrimidin-2-yl)amino)phenyl)but-2-enamide